ClC1=CC(=C(C=C1)[C@@]1(OC2=C(O1)C=CC=C2C2CCN(CC2)CC=2N(C=C(N2)/C=C/C(=O)O)C[C@H]2OCC2)C)F (E)-3-(2-((4-((S)-2-(4-chloro-2-fluorophenyl)-2-methylbenzo[d][1,3]dioxol-4-yl)piperidin-1-yl)methyl)-1-(((S)-oxetan-2-yl)methyl)-1H-imidazol-4-yl)acrylic acid